FC1=C(C=CC(=C1F)OC)C1=CN=C2N1C=CN=C2NC2=CC(=C(C(=O)N(CCN1CCNCC1)C)C=C2)C 4-((3-(2,3-difluoro-4-methoxyphenyl)imidazo[1,2-a]pyrazin-8-yl)amino)-N,2-dimethyl-N-(2-(piperazin-1-yl)ethyl)benzamide